[Ga].[Li] lithium-gallium